C1(CC1)C([C@@H](C(=O)NC1=C(C=C(C=C1)[C@@H](C(=O)NCC(CNC(OC(C)(C)C)=O)(F)F)C)F)NC(=O)C=1N(N=CC1)C(C)C)C1CC1 tert-butyl N-[3-[[(2S)-2-[4-[[(2S)-3,3-dicyclopropyl-2-[(2-isopropylpyrazole-3-carbonyl)amino]propanoyl]amino]-3-fluoro-phenyl]propanoyl]amino]-2,2-difluoro-propyl]carbamate